ClC(C)(CC)C 2-chloro-2-methylbutane